BrC=1C=C2C(=NC1)N(C=C2C)C2C(CN(CC2)C(=O)[O-])O 4-(5-bromo-3-methyl 1H-pyrrolo[2,3-b]pyridin-1-yl)-3-hydroxypiperidine-1-carboxylate